tert-butyl((E)-5-((6S,10R,13S)-6-(hydroxymethyl)-10,13-dimethyl-7,17-dioxododecahydro-1H-cyclopenta[a]phenanthren-3(2H,4H,10H)-ylidene)pentyl)(methyl)carbamate C(C)(C)(C)OC(N(C)CCCC/C=C/1\CC[C@@]2(C3CC[C@@]4(C(CCC4C3C([C@@H](C2C1)CO)=O)=O)C)C)=O